N-(6-(4-fluorophenyl)-2-(2-morpholinoethyl)-2H-indazol-5-yl)-2-(pyridin-3-yl)thiazole-4-carboxamide FC1=CC=C(C=C1)C=1C(=CC2=CN(N=C2C1)CCN1CCOCC1)NC(=O)C=1N=C(SC1)C=1C=NC=CC1